ClC1=CC=C2C(=NC=3N(C2=C1)C=NN3)N(C=3C=C(C=CC3)C#CC3OCCC3O)C ((3-((8-chloro-[1,2,4]triazolo[4,3-a]quinazolin-5-yl)(methyl)amino)phenyl)ethynyl)tetrahydrofuran-3-ol